(3-methoxy-4-((3-(7-((octahydrocyclopenta[c]pyrrol-5-yl)amino)-3-(2,2,2-trifluoroethyl)benzo[b]thiophen-2-yl)prop-2-yn-1-yl)amino)phenyl)dimethylphosphine oxide COC=1C=C(C=CC1NCC#CC1=C(C2=C(S1)C(=CC=C2)NC2CC1C(CNC1)C2)CC(F)(F)F)P(C)(C)=O